BrC1=C(C=C2C(=NC(=NC2=C1F)OCC1(CN(C1)C(=O)OC(C)(C)C)CO)N1CC2CCC(C1)N2C(=O)OCCCC)F butyl 3-(7-bromo-2-((1-(tert-butoxycarbonyl)-3-(hydroxymethyl)azetidin-3-yl)methoxy)-6,8-difluoroquinazolin-4-yl)-3,8-diazabicyclo[3.2.1]octane-8-carboxylate